(R)-3-amino-N-(3-(4-((3-(1-(2,2-difluoroethyl)-3-(trifluoromethyl)-1H-pyrazol-4-yl)imidazo[1,2-a]pyrazin-8-yl)amino)-2-ethylbenzamido)propyl)pyrrolidine-1-carboxamide formate C(=O)O.N[C@H]1CN(CC1)C(=O)NCCCNC(C1=C(C=C(C=C1)NC=1C=2N(C=CN1)C(=CN2)C=2C(=NN(C2)CC(F)F)C(F)(F)F)CC)=O